FC1=C(C=C(C(=C1)NCC1=CC=C(C=C1)C(F)(F)F)C=1N=C2O[C@@H](CN2C1)C)S(=O)(=O)NC 2-fluoro-N-methyl-5-((2R)-2-methyl-2,3-dihydroimidazo[2,1-b]oxazol-6-yl)-4-((4-(trifluoromethyl)phenyl)methylamino)benzenesulfonamide